5,6,7,8-tetrahydro-4H-cyclohepta[b]thiophene-3-carboxylate S1C2=C(C(=C1)C(=O)[O-])CCCCC2